(R)-4-(2-Amino-4-((1-hydroxy-2-methylhexan-2-yl)amino)pyrido[3,2-d]pyrimidin-7-yl)-5-((but-3-en-1-yloxy)methyl)pyridin-2(1H)-one NC=1N=C(C2=C(N1)C=C(C=N2)C2=CC(NC=C2COCCC=C)=O)N[C@@](CO)(CCCC)C